N-(2-benzoylphenyl)-2-phenoxy-N-(prop-2-yn-1-yl)acetamide C(C1=CC=CC=C1)(=O)C1=C(C=CC=C1)N(C(COC1=CC=CC=C1)=O)CC#C